BrC1=C(C(=CC=C1)C1=CC=CC=C1)C1=CC=CC=C1 3'-bromo-1,1':2',1''-terphenyl